C(CCC)CCCCC[Mg] butylamyl-magnesium